5-Bromo-2,4-dimethylnitrobenzene CC1=CC(=C(C=C1[N+](=O)[O-])Br)C